ClC=1C(=C(NC=2C3=C(N=CN2)C=CC(=N3)N3[C@@H]2CN([C@H](C3)CC2)C(=O)OC(C)(C)C)C=CC1OCC1(CC1)F)F tert-Butyl (1S,4S)-5-[4-[3-chloro-2-fluoro-4-[(1-fluorocyclopropyl)methoxy]anilino]pyrido[3,2-d]pyrimidin-6-yl]-2,5-diazabicyclo[2.2.2]octane-2-carboxylate